N-(5-(7-(3-(3,3-difluoroazetidin-1-yl)piperidin-1-yl)-[1,2,4]triazolo[1,5-a]pyridin-2-yl)-8-(methylamino)-2,7-naphthyridin-3-yl)cyclopropanecarboxamide FC1(CN(C1)C1CN(CCC1)C1=CC=2N(C=C1)N=C(N2)C2=C1C=C(N=CC1=C(N=C2)NC)NC(=O)C2CC2)F